COC1=C(N=C2N1CCNC2=O)C methoxy(methyl)-6,7-dihydroimidazo[1,2-a]pyrazine-8(5H)-one